C(C)(C)(C)OC(=O)NC=1C(=CC(=NC1)Cl)CCC(=O)OCC ethyl 3-[5-[(tert-butoxycarbonyl)amino]-2-chloropyridin-4-yl]propanoate